(S)-methyl-3,4-dimethyl-2-oxo-1,2,3,4-tetrahydroquinazoline-7-carboxylate COC(=O)C1=CC=C2[C@@H](N(C(NC2=C1)=O)C)C